FC(C=1C=C(C=C(C1)C(F)(F)F)C(C(=O)N(C)C=1C(=CC(=NC1)C1=CC(=NC=C1)CO)C1=C(C=C(C=C1)F)C)(C)C)(F)F 2-(3,5-bis-trifluoromethyl-phenyl)-N-[4-(4-fluoro-2-methyl-phenyl)-2'-hydroxymethyl-[2,4']bipyridinyl-5-yl]-N-methyl-isobutyramide